2,5-dihexanoyloxy-p-benzoquinone C(CCCCC)(=O)OC=1C(C=C(C(C1)=O)OC(CCCCC)=O)=O